2-(cyclobutylmethyl)-N-[(1S)-1-(dicyclopropylmethyl)-2-[[5-(3,5-dimethyl-1H-pyrazol-4-yl)-6-fluoro-2-pyridyl]amino]-2-oxo-ethyl]pyrazole-3-carboxamide C1(CCC1)CN1N=CC=C1C(=O)N[C@H](C(=O)NC1=NC(=C(C=C1)C=1C(=NNC1C)C)F)C(C1CC1)C1CC1